C(C)OC(=O)C1CC12CCC(CC2)C=O 6-formyl-spiro[2.5]octane-1-carboxylic acid ethyl ester